tert-butyl N-[2-[2-methyl-4-[1-tetrahydropyran-2-yl-3-(2-triisopropylsilylethynyl)indazol-5-yl]pyrazol-3-yl]oxyethyl]carbamate CN1N=CC(=C1OCCNC(OC(C)(C)C)=O)C=1C=C2C(=NN(C2=CC1)C1OCCCC1)C#C[Si](C(C)C)(C(C)C)C(C)C